C(C)(C)(C)OC(=O)N1C(CCCC1)C1=NC=CC=C1C=O (3-formylpyridin-2-yl)piperidine-1-carboxylic acid tert-butyl ester